C(CC)S(=O)CC Ethyl propyl sulfoxide